C(C)(=O)N1CC(C1)C(=O)N(C1=CC=CC=C1)CC=1N=C2N(C=CC(=C2)C=2OC(=NN2)C(F)F)C1 1-acetyl-N-((7-(5-(difluoromethyl)-1,3,4-oxadiazol-2-yl)imidazo[1,2-a]pyridin-2-yl)methyl)-N-phenylazetidin-3-carboxamide